(S)-5-chloro-2-((3-methyl-1,2,3,4,4a,5-hexahydrobenzo[b]pyrazino[1,2-d][1,4]oxazin-8-yl)amino)pyrimidine-4-carboxylic acid ClC=1C(=NC(=NC1)NC=1C=CC2=C(OC[C@H]3N2CCN(C3)C)C1)C(=O)O